C(CCCCCCCCCCCCCCCCC)OCC(OCCCCCCCCCCCCCCCCCC)CO 1,2-distearylglycerol